4-Methylbenzenesulfonamide CC1=CC=C(C=C1)S(=O)(=O)N